Ethyl 4-(3-methoxy-3-oxopropanoylamino)-1-(4-methoxybenzyl)-3-methyl-1H-pyrazole-5-carboxylate COC(CC(=O)NC=1C(=NN(C1C(=O)OCC)CC1=CC=C(C=C1)OC)C)=O